2-(methylamino)propionamide hydrochloride Cl.CNC(C(=O)N)C